O1CC(C1)N1CC=2N(CC1)C(=NN2)[C@@H]2C[C@@H](CCC2)NC2=NC=C(C(=N2)OC2COC2)C(F)(F)F N-[(1R,3S)-3-[7-(oxetan-3-yl)-6,8-dihydro-5H-[1,2,4]triazolo[4,3-a]pyrazin-3-yl]cyclohexyl]-4-(oxetan-3-yloxy)-5-(trifluoromethyl)pyrimidin-2-amine